1-(4-methoxybenzyl)-6-methyl-4-(4,4,5,5-tetramethyl-1,3,2-dioxaborolan-2-yl)-1H-pyrazolo[3,4-b]pyridine COC1=CC=C(CN2N=CC=3C2=NC(=CC3B3OC(C(O3)(C)C)(C)C)C)C=C1